2-decyl-2-oxazoline C(CCCCCCCCC)C=1OCCN1